1,2,4,5-tetramethyl-3-((7E,3E)-4-phenylbuta-1,3-dien-1-yl)benzene CC1=C(C(=C(C(=C1)C)C)C=C\C=C\C1=CC=CC=C1)C